CC1=CC=C(OCC(=O)N(C2COCC2)C2=CC=CC=C2)C=C1 2-(4-methylphenoxy)-N-phenyl-N-tetrahydrofuran-3-yl-acetamide